2-(2-fluoro-5-methoxy-4-((4-((2-methyl-3-oxoisoindol-4-yl)oxy)-5-(trifluoromethyl)pyrimidin-2-yl)amino)phenyl)-8-methyl-2,8-diazaspiro[4.5]decan-1-one FC1=C(C=C(C(=C1)NC1=NC=C(C(=N1)OC1=C2C(N(CC2=CC=C1)C)=O)C(F)(F)F)OC)N1C(C2(CC1)CCN(CC2)C)=O